ClC=1C=C(CN2CCN(C3=CC=CC=C23)CC(C)N2CCCC2)C=CC1 1-(4-(3-chlorobenzyl)-3,4-dihydroquinoxalin-1(2H)-yl)-2-(pyrrolidin-1-yl)propan